COCOC=1C=C(C=CC1B1OC(C(O1)(C)C)(C)C)C=1C=CC=2N(N1)C=CN2 6-(3-(methoxymethoxy)-4-(4,4,5,5-tetramethyl-1,3,2-dioxaborolan-2-yl)phenyl)imidazo[1,2-b]pyridazine